ethyl (3S)-3-(4-fluoro-2',5,6'-trimethyl-[1,1'-biphenyl]-3-yl)-3-(2-(3-fluoro-5-(2-((R)-3-fluoropyrrolidin-1-yl)ethyl)-2-oxopyridin-1(2H)-yl)-4-methylpentanamido)propanoate FC1=C(C=C(C=C1C)C1=C(C=CC=C1C)C)[C@H](CC(=O)OCC)NC(C(CC(C)C)N1C(C(=CC(=C1)CCN1C[C@@H](CC1)F)F)=O)=O